1,1,1-Trichlorodisilan Cl[Si]([SiH3])(Cl)Cl